2,6-dimethylbenzoyl-phosphine oxide CC1=C(C(=O)[PH2]=O)C(=CC=C1)C